N4-(4-([1,2,4]triazolo[1,5-a]pyridin-7-yloxy)-3-methylphenyl)-N-(4,4-dimethyl-4,5-dihydrooxazol-2-yl)quinazoline-4,6-diamine N=1C=NN2C1C=C(C=C2)OC2=C(C=C(C=C2)N(C2=NC=NC1=CC=C(C=C21)N)C=2OCC(N2)(C)C)C